2-[2-[[5-[2-(trimethylammonio)ethyl]-1,3-benzothiazol-2-yl]methylcarbamoyl]indan-2-yl]acetate C[N+](CCC=1C=CC2=C(N=C(S2)CNC(=O)C2(CC3=CC=CC=C3C2)CC(=O)[O-])C1)(C)C